FC1=C(C=CC(=C1)OC)[C@@H](CC1=NC(=NC(=N1)N[C@@H](CO)CC(C)C)NS(=O)(=O)C)C N-(4-((R)-2-(2-Fluoro-4-methoxyphenyl)propyl)-6-(((R)-1-hydroxy-4-methylpentan-2-yl)amino)-1,3,5-triazin-2-yl)methanesulfonamide